C1(CC1)C(=O)NC1=CC(=C(C(=O)N2C(CN(CC2)C(=O)OC(C)(C)C)C2=C(C=CC=C2)F)C=C1)N1CCCC1 tert-butyl 4-[4-(cyclopropanecarbonylamino)-2-pyrrolidin-1-ylbenzoyl]-3-(2-fluorophenyl)piperazine-1-carboxylate